[Se](=O)(=O)(O)O.[Se]1C(=CC=C1)P(C1=CC2=CC=CC=C2C=C1)C1=CC2=CC=CC=C2C=C1 selenophenyl-di(naphthalene-2-yl)phosphine selenate